ClC=1C(=NC(=NC1)NC1=C(C(=C(C=C1)N1CCN(CC1)C)F)OC(F)F)NC1=C(SC=C1)C(=O)N 3-((5-chloro-2-((2-(difluoromethoxy)-3-fluoro-4-(4-methylpiperazin-1-yl)phenyl)amino)pyrimidin-4-yl)amino)thiophene-2-carboxamide